9-[(2R,4S,5R)-4-[(tert-butyldimethylsilyl)oxy]-5-{[(tert-butyldimethylsilyl)oxy]methyl}oxolan-2-yl]-2-fluoropurin-6-amine [Si](C)(C)(C(C)(C)C)O[C@H]1C[C@@H](O[C@@H]1CO[Si](C)(C)C(C)(C)C)N1C2=NC(=NC(=C2N=C1)N)F